FC1=C(C(=CC=C1)F)C1=C(C=CC=C1)C1CC(=NO1)N1CC[C@H](CCC1)NS(=O)(=O)C N-{(4S)-1-[5-(2',6'-difluoro[1,1'-biphenyl]-2-yl)-4,5-dihydro-1,2-oxazol-3-yl]azepan-4-yl}methanesulfonamide